7-(imidazo[1,2-a]pyridin-3-ylethynyl)-6-methyl-N-(3-methyl-5-(morpholinomethyl)phenyl)benzo[d]isoxazol-3-amine N=1C=C(N2C1C=CC=C2)C#CC2=C(C=CC=1C(=NOC12)NC1=CC(=CC(=C1)CN1CCOCC1)C)C